SCCC[Si](OCCC)(OCCC)OCCC mercaptopropyl-tripropoxysilane